N-((S)-(4,4-Difluorocyclohexyl)(6-((R)-1-(4,4,4-trifluorobutanamido)ethyl)-1H-benzo[d]imidazol-2-yl)methyl)-1-((S*)-3,3,3-trifluoro-2-methylpropyl)-1H-1,2,3-triazole-5-carboxamide FC1(CCC(CC1)[C@H](NC(=O)C1=CN=NN1C[C@@H](C(F)(F)F)C)C1=NC2=C(N1)C=C(C=C2)[C@@H](C)NC(CCC(F)(F)F)=O)F |o1:17|